O1C=CC2=C1C=C(C=C2)C=2C=C1CCN(CC1=CC2)C(=O)NC2=CNC1=CC=CC=C21 6-(benzofuran-6-yl)-N-(1H-indol-3-yl)-3,4-dihydroisoquinoline-2(1H)-carboxamide